3-azido-3-deoxy-D-glucono-1,5-lactone N(=[N+]=[N-])[C@@H]1[C@H](C(=O)O[C@@H]([C@H]1O)CO)O